C1(CCC2=NC=CC=C12)NC=1N=CC=C2C=C(SC12)C=1C(=C(N=C2C(CS(C12)(=O)=O)C(C)C)CCC12COC(CC1)CC2)C=2OC(=NN2)C N-(R)-4-aza-1-indanyl{2-[3-isopropyl-6-(5-methyl-1,3,4-oxadiazol-2-yl)-5-{2-(2-oxabicyclo[2.2.2]oct-4-yl)ethyl}-1,1-dioxo-1λ6-thia-4-aza-7-indanyl]-1-thia-6-aza-7-indenyl}amine